C(CCCCCCCCC)C=C Decylethylene